C(CCCCCCCCCCCCCC)C1=C(C(=CC=C1)O)C(=O)C1=C(C=CC(=C1)OC)OC (2-Pentadecyl-6-hydroxyphenyl)(2,5-dimethoxyphenyl)methanone